C(CCCCCCCCCCCCCCC)N(CCCCCCCCCCCCCC)O N-hexadecyl-N-tetradecylhydroxyl-amine